racemic-1,2-butylene oxide C1[C@@H](CC)O1 |r|